[(dimethylfluorenyl)dibenzofuranyl]biphenyl CC=1C(=C(C=2CC3=CC=CC=C3C2C1)C1=C(C2=C(OC3=C2C=CC=C3)C=C1)C1=C(C=CC=C1)C1=CC=CC=C1)C